FC1=CC2=C(SC(=C2C)S(=O)(=O)NC2=C(C=C(C=C2)C=2SC=C(N2)C(=O)O)S(=O)(=O)C)C=C1 2-[4-[[(5-Fluoro-3-methylbenzo[b]thien-2-yl)sulfonyl]amino]-3-(methylsulfonyl)phenyl]-4-thiazolecarboxylic acid